C(C)(C)C1=NC=CC=C1C=1N=CN2C1CN(CC2)C(=O)OC(C)(C)C tert-butyl 1-(2-isopropylpyridin-3-yl)-5,6-dihydroimidazo[1,5-a]pyrazine-7(8H)-carboxylate